COC1=NC=CC(=C1)C=1C=C(C=C2CCC(NC12)=O)C1=NNC(CC1C)=O 8-(2-methoxypyridin-4-yl)-6-(4-methyl-6-oxo-1,4,5,6-tetrahydropyridazin-3-yl)-3,4-dihydroquinolin-2(1H)-one